3-(5-(4-((4-(4-amino-3-(4-phenoxyphenyl)-1H-pyrazolo[3,4-d]pyrimidin-1-yl)-[1,4'-bipiperidin]-1'-yl)methyl)piperidin-1-yl)-1-oxoisoindolin-2-yl)piperidine-2,6-dione NC1=C2C(=NC=N1)N(N=C2C2=CC=C(C=C2)OC2=CC=CC=C2)C2CCN(CC2)C2CCN(CC2)CC2CCN(CC2)C=2C=C1CN(C(C1=CC2)=O)C2C(NC(CC2)=O)=O